2-(3-(2-((1,5-dimethyl-1H-pyrazol-3-yl)amino)-5-methylpyrimidin-4-yl)-1H-indol-7-yl)-4-(1,1-dioxido-3,6-dihydro-2H-thiopyran-4-yl)isoindolin-1-one CN1N=C(C=C1C)NC1=NC=C(C(=N1)C1=CNC2=C(C=CC=C12)N1C(C2=CC=CC(=C2C1)C=1CCS(CC1)(=O)=O)=O)C